ClC1=NC=CC2=CC(=C(C=C12)NC(CCCN1CCCCC1)=O)C N-(1-chloro-6-methylisoquinolin-7-yl)-4-(piperidin-1-yl)butanamide